4-(2-methyl-1,3-dioxolan-2-yl)-2-((trifluoromethyl)sulfonyl)aniline CC1(OCCO1)C1=CC(=C(N)C=C1)S(=O)(=O)C(F)(F)F